N1C2(CCC1)C(NC1=CC=CC=C12)=O SPIRO[3H-INDOLE-3,2'-PYRROLIDIN]-2(1H)-ONE